NC1=C(C2=C(N(C(=N2)C)C2CCOCC2)C=C1)N1C[C@H](CC1)NC(OC(C)(C)C)=O tert-butyl (S)-(1-(5-amino-2-methyl-1-(tetrahydro-2H-pyran-4-yl)-1H-benzo[d]imidazol-4-yl)pyrrolidin-3-yl)carbamate